3-(6-(Methylamino)-9H-purin-9-yl)dodecan-1-ol CNC1=C2N=CN(C2=NC=N1)C(CCO)CCCCCCCCC